(S)-(4-amino-7,8-difluoro-chroman-4-yl)methanol N[C@]1(CCOC2=C(C(=CC=C12)F)F)CO